tert-butyl (1S,5R)-1-(5-chloro-2-fluorophenyl)-4-cyano-3-azabicyclo[3.1.0]hexane-3-carboxylate ClC=1C=CC(=C(C1)[C@]12CN(C([C@@H]2C1)C#N)C(=O)OC(C)(C)C)F